1-(2,2-difluorovinyl)-2,3,4,5,5-pentafluorocyclopenta-1,3-diene FC(=CC1=C(C(=C(C1(F)F)F)F)F)F